methyl (E)-3-[4-[6-hydroxyhexoxy]-phenyl]-acrylate OCCCCCCOC1=CC=C(C=C1)/C=C/C(=O)OC